2-(dimethylamino)ethane-1-sulfonyl chloride CN(CCS(=O)(=O)Cl)C